BrC1=CN(C2=NC(=CN=C21)N2CCC1([C@@H]([C@@H](OC1)C)N[S@](=O)C(C)(C)C)CC2)COCC[Si](C)(C)C (R)-N-((3S,4S)-8-(7-bromo-5-((2-(trimethyl-Silyl)ethoxy)methyl)-5H-pyrrolo[2,3-b]pyrazin-3-yl)-3-methyl-2-oxa-8-azaspiro[4.5]decane-4-yl)-2-methylpropane-2-sulfinamide